Chloro-4-((3-(5-(dicyclopropylphosphoryl)-1-methyl-1H-pyrazol-3-yl)-2-methoxyphenyl)amino)nicotinamide ClC1=C(C(=O)N)C(=CC=N1)NC1=C(C(=CC=C1)C1=NN(C(=C1)P(=O)(C1CC1)C1CC1)C)OC